ethyl 4-(isopropylamino)-2-(methylsulfanyl)pyrimidine-5-carboxylate C(C)(C)NC1=NC(=NC=C1C(=O)OCC)SC